CC=1N(C(=CC1)C)C1=CC=CC(=N1)CCCN(C(OC(C)(C)C)=O)CC1=CC(=CC=C1)O tert-butyl (3-(6-(2,5-dimethyl-1H-pyrrol-1-yl)pyridin-2-yl)propyl)(3-hydroxybenzyl)carbamate